ClC1=CC=C(C=C1)CN1C[C@H](CC1)NC[C@@H](COC1=C(C=CC(=C1)F)NC(C)=O)O N-(2-{(2S)-3-[{(3S)-1-[(4-chlorophenyl)methyl]-3-pyrrolidinyl}amino]-2-hydroxypropoxy}-4-fluorophenyl)acetamide